BrC=1C=C2C(=CN(C2=CC1)C(=O)C1NC(CC1)=O)/C(=C/C=1C=C(C#N)C=CC1OC)/C#N (Z)-3-(2-(5-bromo-1-(5-oxopyrrolidin-2-carbonyl)-1H-indol-3-yl)-2-cyanovinyl)-4-methoxybenzonitrile